3-Chloro-2-(3-(isoquinolin-4-yl)-2,4-dioxo-1,2,3,4-tetrahydroquinazolin-7-yl)benzaldehyde ClC=1C(=C(C=O)C=CC1)C1=CC=C2C(N(C(NC2=C1)=O)C1=CN=CC2=CC=CC=C12)=O